C(C=C)(=O)[O-].OC=1C(=C(C(=C(C1)O)O)O)O.[Li+] lithium pentahydroxybenzene acrylate